1,5-diphenylcarboxyl-3-thiocarbazone C1(=CC=CC=C1)N(NC(=S)N=NC1=CC=CC=C1)C(=O)O